C(C#C)NC1=CC=2C(C=3N=C(N=CC3C2C=C1)C(F)(F)F)=O 7-(prop-2-yn-1-ylamino)-2-(trifluoromethyl)-9H-indeno[2,1-d]pyrimidine-9-one